(biphenylyl)(methylbiphenylyl)(diphenylfluorenyl)amine C1(=C(C=CC=C1)N(C1=C(C(=CC=2C3=CC=CC=C3CC12)C1=CC=CC=C1)C1=CC=CC=C1)C1=C(C=CC=C1C)C1=CC=CC=C1)C1=CC=CC=C1